ClC=1N=CC=2OCCN(C2N1)C=1C=NC(=CC1)OC1CCCCC1 2-chloro-8-(6-(cyclohexyloxy)pyridin-3-yl)-7,8-dihydro-6H-pyrimido[5,4-b][1,4]oxazine